CO[Sb](OC)OC trimethoxyantimony